N-[4-(5-(trifluoromethyl)-1,2,4-oxadiazol-3-yl)phenyl]cyclopropanecarboxamide FC(C1=NC(=NO1)C1=CC=C(C=C1)NC(=O)C1CC1)(F)F